IC1=C(C=CC=C1)[C@@H]([C@H](COCOC)O)O (1S,2S)-1-(2-iodophenyl)-3-(methoxymethoxy)propane-1,2-diol